COC1=CC=C(CN2N=CC(=C2)C=O)C=C1 (4-methoxybenzyl)-1H-pyrazole-4-formaldehyde